1-(5-fluoro-2-methoxypyridin-3-yl)cyclopropane-1-carbonitrile FC=1C=C(C(=NC1)OC)C1(CC1)C#N